N-(2-(3-(((3R,6R,8aS,9R,10S,12R,12aR)-3,6,9-Trimethyldecahydro-12H-3,12-epoxy[1,2]dioxepino[4,3-i]isochromen-10-yl)oxy)propoxy)phenyl)acetamide C[C@]12CCC3[C@@H](CC[C@H]4[C@H]([C@H](O[C@@H]([C@@]34OO1)O2)OCCCOC2=C(C=CC=C2)NC(C)=O)C)C